3-(2-pyridyl)-1H-pyrazol N1=C(C=CC=C1)C1=NNC=C1